C(C)(C)(C)OC(=O)N1CCC(CC1)CN(C)C1CC(C1)OC1=C(C=C(C=C1)C(=O)OC)Br tert-butyl-4-((((1r,3r)-3-(2-bromo-4-(methoxycarbonyl)phenoxy)cyclobutyl)(methyl)amino)methyl)piperidine-1-carboxylate